4-(tert-butyl)-2'-chloro-1,1':3',1''-terphenyl C(C)(C)(C)C1=CC=C(C=C1)C1=C(C(=CC=C1)C1=CC=CC=C1)Cl